2-(2,6-Dioxopiperidin-3-yl)-5-((6-(4-(6-(6-((R)-2-(3-fluorophenyl)pyrrolidin-1-yl)imidazo[1,2-b]pyridazin-3-yl)pyridin-2-yl)piperazin-1-yl)-6-oxohexyl)amino)isoindoline-1,3-dione O=C1NC(CCC1N1C(C2=CC=C(C=C2C1=O)NCCCCCC(=O)N1CCN(CC1)C1=NC(=CC=C1)C1=CN=C2N1N=C(C=C2)N2[C@H](CCC2)C2=CC(=CC=C2)F)=O)=O